C(C)(C)(C)OC(=O)N1C(C2=C(CC1)SC(=C2)S(N)(=O)=O)C(F)F tert-butyl-4-(difluoromethyl)-2-sulfamoyl-6,7-dihydrothieno[3,2-c]pyridine-5(4H)-carboxylate